butyl-BenzeneSulfonic Acid C(CCC)C1=C(C=CC=C1)S(=O)(=O)O